C(C=C)(=O)OC1CCCCC1O 6-hydroxycyclohexyl acrylate